5-[2-fluoro-5-methoxy-4-(4,4,5,5-tetramethyl-1,3,2-dioxaborolan-2-yl)phenyl]-2-methyl-1,3-thiazole FC1=C(C=C(C(=C1)B1OC(C(O1)(C)C)(C)C)OC)C1=CN=C(S1)C